NC1=NN=C(S1)SCCCC#N 4-((5-amino-1,3,4-thiadiazol-2-yl)thio)butanenitrile